2-(6-methoxypyridin-3-yl)-2,3-dihydrobenzo[b][1,4]dioxine-6-carboxamide COC1=CC=C(C=N1)C1COC2=C(O1)C=CC(=C2)C(=O)N